ClC=1C=C2C(=C(C=NC2=CC1F)C(=O)OCC)O Ethyl 6-chloro-7-fluoro-4-hydroxyquinoline-3-carboxylate